4-(4-([1,1'-biphenyl]-4-yl)-3,6-dihydropyridin-1(2H)-yl)-N-hydroxy-2-methyl-2-(methylsulfonyl)butanamide C1(=CC=C(C=C1)C=1CCN(CC1)CCC(C(=O)NO)(S(=O)(=O)C)C)C1=CC=CC=C1